FC(OC1=C(C=C(C(=O)N[C@H]2CC3(CC3)C[C@@H]2O)C=C1)C#CC=1C=NC=NC1)F 4-(Difluoromethoxy)-N-[(5S,6S)-6-hydroxyspiro[2.4]heptan-5-yl]-3-[2-(pyrimidin-5-yl)ethynyl]benzamide